C(C)(C)(C)OC(=O)N1[C@H](C[C@H](C1)F)CO.C(CCCCCCCCCCCCCCCCC)(=O)O stearic acid tert-butyl-(2R,4R)-4-fluoro-2-(hydroxymethyl)pyrrolidine-1-carboxylate